NC=1C=C(C=C(C1)C(F)(F)F)[C@@H](C)NC1=NC(=NC2=CC(=C(C=C12)OC1CCN(CC1)CC1=C(C=NC=C1)N1C(NC(CC1)=O)=O)OC)C (R)-1-(4-((4-((4-((1-(3-amino-5-(trifluoromethyl)phenyl)ethyl)amino)-7-methoxy-2-methylquinazolin-6-yl)oxy)piperidin-1-yl)methyl)pyridin-3-yl)dihydropyrimidine-2,4(1H,3H)-dione